Triglyceryl Phosphate P(=O)(OCC(O)CO)(OCC(O)CO)OCC(O)CO